(2S)-5,6,7,8-Tetrahydronaphthalen-2-yl 2-(((4-formyl-5-hydroxy-6-methylpyridin-3-yl)methoxy)(phenoxy)phosphorylamino)propanoate C(=O)C1=C(C=NC(=C1O)C)COC1=C(OP(=O)=N[C@H](C(=O)OC2=CC=3CCCCC3C=C2)C)C=CC=C1